N-(4,4-difluoropyrrolidin-3-yl)-6-(7-methoxy-6-(1-methyl-1H-pyrazol-4-yl)-imidazo[1,2-a]pyridin-3-yl)pyridin-2-amine FC1(C(CNC1)NC1=NC(=CC=C1)C1=CN=C2N1C=C(C(=C2)OC)C=2C=NN(C2)C)F